(S)-N-(amino(2-(2-hydroxypropan-2-yl)thiazol-5-yl)(oxo)-λ6-sulfaneylidene)-2-(4,6-diisopropyl-2-(trifluoromethyl)pyrimidin-5-yl)acetamide N[S@@](=NC(CC=1C(=NC(=NC1C(C)C)C(F)(F)F)C(C)C)=O)(=O)C1=CN=C(S1)C(C)(C)O